ClC1=C(C=CC(=N1)C=1C=CC=C2C(=CCN(C12)N1CCOC2=C1C=CC=C2)N2CCOCC2)F 8-(6-chloro-5-fluoro-2-pyridyl)-N-(2,3-dihydro-1,4-benzoxazin-4-yl)-4-morpholino-quinoline